O=C1NC(CCC1N1C(C2=CC=C(C=C2C1=O)NCCCCCCNS(=O)(=O)C1CNC1)=O)=O N-(6-((2-(2,6-Dioxopiperidin-3-Yl)-1,3-Dioxoisoindolin-5-Yl)Amino)Hexyl)Azetidine-3-Sulfonamide